3-(4-(prop-1-en-1-yl)phenyl)ACRYLIC ACID C(=CC)C1=CC=C(C=C1)C=CC(=O)O